N2-(3,5-dichlorophenyl)-N4-(2-(naphthalen-1-ylamino)ethyl)quinazoline-2,4-diamine ClC=1C=C(C=C(C1)Cl)NC1=NC2=CC=CC=C2C(=N1)NCCNC1=CC=CC2=CC=CC=C12